benzo[e]acenaphthylene C1=C2C3=C(C=C4C=CC(C=C1)=C42)C=CC=C3